4-(2-bromo-1H-imidazol-1-yl)-6,7-dimethoxyquinazoline BrC=1N(C=CN1)C1=NC=NC2=CC(=C(C=C12)OC)OC